C(=O)(OC(C)(C)C)N1CCC(CC1)NC1CC1 1-Boc-4-cyclopropylaminopiperidine